ClC1=C2C=C(N(C2=CC=C1Cl)C=1C=NNC1)C1=NNC(=N1)C(F)(F)F 4,5-dichloro-1-(1H-pyrazol-4-yl)-2-(5-(trifluoromethyl)-1H-1,2,4-triazol-3-yl)-1H-indole